N1=CC=C(C2=CC=CC=C12)CN1CCCCC1 1-(quinolin-4-ylmethyl)piperidin